C(C)N1C(NC2=CC(=CC=3C2=C1N=CN3)CN3CCN(CC3)C=3C=CC(=NC3F)C(=O)NC)=O 5-(4-((3-ethyl-2-oxo-2,3-dihydro-1H-pyrimido[4,5,6-de]quinazolin-8-yl)methyl)piperazin-1-yl)-6-fluoro-N-methylpicolinamide